Methyl-5-((R)-2-(((tert-butoxycarbonyl)((R)-1-(naphthalen-1-yl)ethyl)amino)methyl)-2H-chromen-4-yl)-2-ethylbenzoat COC(C1=C(C=CC(=C1)C1=C[C@@H](OC2=CC=CC=C12)CN([C@H](C)C1=CC=CC2=CC=CC=C12)C(=O)OC(C)(C)C)CC)=O